[Ta].[Re].C(C)(C)(C)C1NCC12CC(NC2)=O tert-butyl-6-oxo-2,7-diazaspiro[3.4]octane rhenium-tantalum